C(C)(C)(C)OC(=O)NC/C(/COC=1C=C2CCN(C(C2=CC1)=O)CC(=O)O)=C/F 2-[6-[(Z)-2-[(tert-butyloxycarbonylamino)methyl]-3-fluoro-allyl-oxy]-1-oxo-3,4-dihydroisoquinoline-2-yl]acetic acid